2-(2-((4-cyclopropyl-1-(2,6-dichlorophenyl)-1H-pyrazol-5-yl)methylene)-7-azaspiro[3.5]non-7-yl)-4-fluorobenzo[d]thiazole-6-carboxylic acid C1(CC1)C=1C=NN(C1C=C1CC2(C1)CCN(CC2)C=2SC1=C(N2)C(=CC(=C1)C(=O)O)F)C1=C(C=CC=C1Cl)Cl